FC=1C=CC(=C([O-])C1)C.[Li+] Lithium 5-fluoro-2-methylphenoxide